2-methyl-3-oxo-1,2,3,4-tetrahydroquinoxaline-6-carboxylic acid CC1NC2=CC=C(C=C2NC1=O)C(=O)O